N-(3-methylbutyl)-2-[1-[(4-methylphenyl)methyl]-5-oxopyrrolidin-2-yl]acetamid CC(CCNC(CC1N(C(CC1)=O)CC1=CC=C(C=C1)C)=O)C